3-(3-(3-fluoro-5-(7-fluoroimidazo[1,2-a]pyridine-3-carboxamido)-4-methylphenyl)-1,2,4-oxadiazol-5-yl)azetidine-1-carboxylic acid methyl ester COC(=O)N1CC(C1)C1=NC(=NO1)C1=CC(=C(C(=C1)NC(=O)C1=CN=C2N1C=CC(=C2)F)C)F